FC(C1=NC=CC(=C1)B1OC(C)(C)C(C)(C)O1)(F)F 2-Trifluoromethyl-4-pyridineboronic acid pinacol ester